1-(4-(3-((3-Fluoro-4-phenoxyphenyl)amino)-1,4,5,6,8-pentazaacenaphthylen-5(1H)-yl)piperidin-1-yl)prop-2-en-1-one FC=1C=C(C=CC1OC1=CC=CC=C1)NC=1C2=CNC=3N=CN=C(N(N1)C1CCN(CC1)C(C=C)=O)C32